ICCCCCC(OCC)OCC 6-iodo-1,1-diethoxyhexane